N-(2-Bromo-5-methylphenyl)-2,2-dimethylthiopropionamide BrC1=C(C=C(C=C1)C)NC(C(C)(C)C)=S